(2S,4S)-N-(6-bromo-3-methylpyridin-2-yl)-4-methylpyrrolidine-2-carboxamide hydrochloride Cl.BrC1=CC=C(C(=N1)NC(=O)[C@H]1NC[C@H](C1)C)C